3-(6-((tert-butyldimethylsilyl)oxy)hexanoyl)-3-methyloxepan-2-one [Si](C)(C)(C(C)(C)C)OCCCCCC(=O)C1(C(OCCCC1)=O)C